1-(3-Methoxybenzoyl)-3-((methylthio)methyl)cyclobutane-1-carboxylic acid benzyl ester C(C1=CC=CC=C1)OC(=O)C1(CC(C1)CSC)C(C1=CC(=CC=C1)OC)=O